CN(C1=C(C=C(C2=CC(=C(N(C)C)C=C2)O)C=C1)O)C tetramethyl-3,3'-dihydroxybenzidine